4-(thiophen-3-ylimino)pentan-2-one (S,E)-methyl-6-(benzo[b]thiophene-2-carboxamido)-7-(1-(2-(2-adamantylamino)-2-oxoethyl)-2-oxo-1,2-dihydropyridin-3-ylamino)-7-oxohept-2-enoate COC(\C=C\CC[C@@H](C(=O)NC=1C(N(C=CC1)CC(=O)NC1C2CC3CC(CC1C3)C2)=O)NC(=O)C2=CC3=C(S2)C=CC=C3)=O.S3C=C(C=C3)N=C(CC(C)=O)C